C(#N)C1=CC(=C(COC2=CC=CC(=N2)C=2CCN(CC2)CC2=NC3=C(N2C=C2OCC2)C=C(C=C3)C(=O)OC)C=C1)F (S)-methyl 2-((6-((4-cyano-2-fluorobenzyl) oxy)-3',6'-dihydro-[2,4'-bipyridine]-1'(2'H)-yl) methyl)-1-(oxetanyl-2-ylmethyl)-1H-benzo[d]imidazole-6-carboxylate